3-Methyl-4-sec-butylphenol CC=1C=C(C=CC1C(C)CC)O